O=C1NC(CCC1N1C(N(C2=C1C=CC(=C2)C=2C=C1C=NN(C1=CC2)CC(=O)O)C)=O)=O 2-(5-(1-(2,6-dioxopiperidin-3-yl)-3-methyl-2-oxo-2,3-dihydro-1H-benzo[d]imidazol-5-yl)-1H-indazol-1-yl)acetic acid